13-Bromo-14-hydroxy-19-methoxy-10,16,16-trioxo-9-oxa-16λ6-thia-17,20-diazatetracyclo[16.3.1.111,15.02,7]tricosa-1(22),2(7),3,5,11,13,15(23),18,20-nonaene-4-carbonitrile BrC=1C=C2C(OCC=3C=CC(=CC3C=3C=NC(=C(NS(C(C1O)=C2)(=O)=O)C3)OC)C#N)=O